C1=CC=C2C(=C1)C(=C(C(=O)C2=O)CC=C(Cl)Cl)O Dichlorolawsone